2-[3-(5-fluoro-6-methyl-2-pyridyl)-1H-pyrazol-4-yl]-7-(5,6,7,8-tetrahydroimidazo[1,2-a]pyrazin-2-yl)-1,5-naphthyridine FC=1C=CC(=NC1C)C1=NNC=C1C1=NC2=CC(=CN=C2C=C1)C=1N=C2N(CCNC2)C1